C(=O)C1=C(NN=C1)C(=O)N 4-FORMYL-2H-PYRAZOLE-3-CARBOXYLIC ACID AMIDE